1-[4-chloro-3-(trifluoromethyl)phenyl]-3-[4-(phenyldiazenyl)phenyl]urea ClC1=C(C=C(C=C1)NC(=O)NC1=CC=C(C=C1)N=NC1=CC=CC=C1)C(F)(F)F